CC1C(NC2=C(O1)C=CC(=C2)C(=O)N)=O 2-methyl-3-oxo-3,4-dihydro-2H-benzo[b][1,4]Oxazine-6-carboxamide